2,6-difluoro-4-(2-methylprop-1-en-1-yl)benzonitrile FC1=C(C#N)C(=CC(=C1)C=C(C)C)F